3-Cyano-N-(3,3-difluorocyclobutyl)-2,6-dimethyl-pyrazolo[1,5-a]pyrimidine-7-carboxamide C(#N)C=1C(=NN2C1N=CC(=C2C(=O)NC2CC(C2)(F)F)C)C